COC=1C=C(CCN2CCN(CC2)CCCC2=CC=CC=C2)C=CC1OC 1-(3,4-dimethoxyphenethyl)-4-(3-phenylpropyl)piperazine